methyl 4-amino-1-(1-chloroisoquinolin-5-yl)-7-(difluoromethoxy)-2-oxo-1,2-dihydroquinoline-3-carboxylate NC1=C(C(N(C2=CC(=CC=C12)OC(F)F)C1=C2C=CN=C(C2=CC=C1)Cl)=O)C(=O)OC